Hydroxyamphetamine Hydrobromide Br.CC(N)CC1C=CC(O)=CC=1